ethyl (2-iodo-1-(2,2,2-trifluoroethyl)-1H-indol-4-yl)glycinate IC=1N(C2=CC=CC(=C2C1)NCC(=O)OCC)CC(F)(F)F